3-((4-(5-fluoro-1-(((S)-morpholin-2-yl)methyl)-1H-indol-7-yl)pyrrolo[2,1-f][1,2,4]triazin-6-yl)methyl)-6,6-dimethyl-3-azabicyclo[3.1.0]hexane-2,4-dione FC=1C=C2C=CN(C2=C(C1)C1=NC=NN2C1=CC(=C2)CN2C(C1C(C1C2=O)(C)C)=O)C[C@@H]2CNCCO2